(S)-(+)-Nipecotic acid ethyl ester CCOC(=O)[C@H]1CCCNC1